(R)-1-((1-(2-cyanoacetyl)piperidin-3-yl)oxy)-4-((4-hydroxypiperidin-4-yl)ethynyl)-7-isopropoxyisoquinoline-6-carboxamide C(#N)CC(=O)N1C[C@@H](CCC1)OC1=NC=C(C2=CC(=C(C=C12)OC(C)C)C(=O)N)C#CC1(CCNCC1)O